ClC1=C(CCCC2=NN(C=C21)C2OCCCC2)C#N 4-chloro-2-(tetrahydro-2H-pyran-2-yl)-2,6,7,8-tetrahydrocyclohepta[c]pyrazole-5-carbonitrile